N'-((1,2,3,5,6,7-hexahydro-s-indacen-4-yl)carbamoyl)-2-(1,2,3-trihydroxypropan-2-yl)thiazole-5-sulfonimidamide ethyl-1-(2-acetyl-4-fluorophenyl)-3-methyl-1H-pyrazole-5-carboxylate C(C)OC(=O)C1=CC(=NN1C1=C(C=C(C=C1)F)C(C)=O)C.C1CCC2=C(C=3CCCC3C=C12)NC(=O)N=S(=O)(N)C1=CN=C(S1)C(CO)(CO)O